C1CN[C@@H]2CC3=CNC4=CC=CC([C@H]2C1)=C34 ergoline